COC(C1=CC(=C(C=C1)F)C#CC=1C=NC=CC1)=O 4-fluoro-3-[2-(3-pyridinyl)ethynyl]benzoic acid methyl ester